C(CCC)C1=C(C(=O)O)C=CC(=C1)O.C(CCC)OC(=O)C1=CC=C(O)C=C1 butyl-paraben (n-butyl para-hydroxybenzoate)